tert-butyl 4-(3-fluoro-4-(7-((3-(4-fluoropiperidin-1-yl)propyl)carbamoyl)benzo[d]imidazo[2,1-b]thiazol-2-yl)phenyl)-2,2-dimethyloxazolidine-3-carboxylate FC=1C=C(C=CC1C=1N=C2SC3=C(N2C1)C=CC(=C3)C(NCCCN3CCC(CC3)F)=O)C3N(C(OC3)(C)C)C(=O)OC(C)(C)C